BrC1=CC(=C(CCNCCCCCCOCCCCC2=CC=CC=C2)C=C1OC)OC N-(4-bromo-2,5-dimethoxyphenethyl)-6-(4-phenylbutoxy)hexane-1-amine